2,3,5,6-tetrafluoro-3'-trifluoromethoxy-biphenyl FC1=C(C(=C(C=C1F)F)F)C1=CC(=CC=C1)OC(F)(F)F